C1(=CC=CC=C1)[Si](C=1C=C(C=CC1)C1=NC(=C(N=C1C1=CC=CC=C1)C1=CC=CC=C1)C1=CC=CC=C1)(C1=CC(=CC=C1)B1OC(C(O1)(C)C)(C)C)C1=CC=CC=C1 2-(3-(diphenyl(3-(4,4,5,5-tetramethyl-1,3,2-dioxaborolan-2-yl)phenyl)silyl)phenyl)-3,5,6-triphenylpyrazine